ethyl 2-(2-((7-bromobenzofuran-5-yl)methoxy)-3-methylphenyl)acetate BrC1=CC(=CC=2C=COC21)COC2=C(C=CC=C2C)CC(=O)OCC